C1(=CC=CC=C1)N1C2=CC=CC=C2C=2C=C(C=CC12)C=1C=CC=2NC3=CC=CC=C3C2C1 9'-phenyl-3,3'-bi-9H-carbazol